OCCC(=O)NC1COC1 3-hydroxy-N-(oxetan-3-yl)propanamide